NC1=C(C=2C(=NC=C(C2S1)F)C=1C2=C(C=3C=NC(=NC3C1F)N1CC3(C1)CN(CC3)C([2H])([2H])[2H])COC2)C#N 2-Amino-7-fluoro-4-(5-fluoro-3-(6-(methyl-d3)-2,6-diazaspiro[3.4]octan-2-yl)-7,9-dihydrofuro[3,4-f]quinazolin-6-yl)thieno[3,2-c]pyridine-3-carbonitrile